N-(6-((5-bromo-2-chloropyrimidin-4-yl)amino)-2-methylquinolin-5-yl)-N-methylmethanesulfonamide BrC=1C(=NC(=NC1)Cl)NC=1C(=C2C=CC(=NC2=CC1)C)N(S(=O)(=O)C)C